2,6-difluorophenyl-1-methyl-8-(trifluoromethyl)-4H-[1,2,4]triazolo[4,3-a][1,4]benzodiazepine FC1=C(C(=CC=C1)F)C1C=2N(C3=C(C=N1)C=C(C=C3)C(F)(F)F)C(=NN2)C